piperidin-1-yl-acetic acid ethyl ester C(C)OC(CN1CCCCC1)=O